FC(OC1=CC=C(C(=O)N[C@@H]2[C@H](CCCC2)O)C=C1)F 4-(difluoromethoxy)-N-[(1S,2S)-2-hydroxycyclohexyl]benzamide